6-(4-(((Tert-butyldimethylsilyl)oxy)methyl)phenyl)-4-chloro-7-((2-(trimethylsilyl)ethoxy)methyl)-7H-pyrrolo[2,3-d]pyrimidine [Si](C)(C)(C(C)(C)C)OCC1=CC=C(C=C1)C1=CC2=C(N=CN=C2Cl)N1COCC[Si](C)(C)C